ClCC1=CC(=C(C=C1)OC1CC1)C(F)(F)F 4-(chloromethyl)-1-cyclopropoxy-2-(trifluoromethyl)benzene